C1(=CC=CC=C1)[C@@H](C)OC(NC=1C(=NOC1C1=CC=C(C=C1)CCl)C)=O [5-(4-Chloromethyl-phenyl)-3-methyl-isoxazol-4-yl]-carbamic acid (R)-1-phenyl-ethyl ester